(2S)-5-((R)-2-hydroxy-2-phenylacetamido)-6-[[(1R,3R)-3-(methoxycarbonyl)cyclohexyl]amino]-2-methyl-1,2,3,4-tetrahydroquinoline-1-carboxylic acid methyl ester COC(=O)N1[C@H](CCC2=C(C(=CC=C12)N[C@H]1C[C@@H](CCC1)C(=O)OC)NC([C@@H](C1=CC=CC=C1)O)=O)C